NC1=C(C(=O)N)C=C(N=C1C1=C(C(=CC=C1C)OC)C)Cl 3-amino-6-chloro-2-(3-methoxy-2,6-dimethylphenyl)isonicotinamide